rac-(2R,3S,4S,5R)-3-(2-ethoxy-4-fluoro-3-methylphenyl)-4,5-dimethyl-5-(trifluoromethyl)tetrahydrofuran-2-carboxylic acid ethyl ester C(C)OC(=O)[C@@H]1O[C@]([C@H]([C@H]1C1=C(C(=C(C=C1)F)C)OCC)C)(C(F)(F)F)C |r|